(E)-3-{4-[3-(3,5-difluorophenyl)-4-methyl-7-(tetrahydropyran-2-yloxy)-2H-chromen-2-yl]phenyl}prop-2-en-1-ol methylphenyl-4'-pentyl-[1,1'-bi(cyclohexane)]-4-carboxylate CC1C(CCC(C1)C(=O)OC\C=C\C1=CC=C(C=C1)C1OC2=CC(=CC=C2C(=C1C1=CC(=CC(=C1)F)F)C)OC1OCCCC1)(C1CCC(CC1)CCCCC)C1=CC=CC=C1